N-(3-(methylsulfonamido)propyl)-6-(1H-pyrazol-4-yl)quinoline-3-carboxamide CS(=O)(=O)NCCCNC(=O)C=1C=NC2=CC=C(C=C2C1)C=1C=NNC1